4-fluorothieno[2,3-C]pyridine-2-carboxylic acid methyl ester COC(=O)C1=CC=2C(=CN=CC2F)S1